2-(p-tolyl-sulfonyl)propionic acid C1(=CC=C(C=C1)S(=O)(=O)C(C(=O)O)C)C